ClC=1C=NN(C1C(=O)N[C@H](C(=O)O)CCN(CCCCC1=NC=2NCCCC2C=C1)CCOCC)C (S)-2-(4-chloro-1-methyl-1H-pyrazole-5-carboxamido)-4-((2-ethoxyethyl)(4-(5,6,7,8-tetrahydro-1,8-naphthyridin-2-yl)butyl)amino)butanoic acid